3H-Imidazole N1=CNC=C1